(5-bromo-4-(methoxymethoxy)benzo[b]thiophen-6-yl)methanol BrC1=C(C2=C(SC=C2)C=C1CO)OCOC